C(C1=CC=CC=C1)N1C[C@@H](N(CC1)C1=CC=C(C(=O)OC)C=C1)CCO[Si](C1=CC=CC=C1)(C1=CC=CC=C1)C(C)(C)C (S)-methyl 4-(4-benzyl-2-(2-((tert-butyldiphenylsilyl)oxy)ethyl)piperazin-1-yl)benzoate